C(C)N1CCC2=C(CC1)C=C(C(=C2)[N+](=O)[O-])N 3-ethyl-8-nitro-2,3,4,5-tetrahydro-1H-benzo[d]azepin-7-amine